2-(4-Fluorophenyl)-N-[4-(3-phenyl-1H-pyrrolo[3,2-b]pyridin-2-yl)pyridin-2-yl]acetamid FC1=CC=C(C=C1)CC(=O)NC1=NC=CC(=C1)C1=C(C2=NC=CC=C2N1)C1=CC=CC=C1